C(C)OCCOCCOC1=CC=C(C=C1)CCC=O 3-{4-[2-(2-ethoxyethoxy)ethoxy]phenyl}propanal